CC1=CC=C(C=C1)S(=O)(=O)OC1=CC=C(C=C1)S(=O)(=O)[O-] 4-(4-methylphenylsulfonyloxy)phenylsulfonate